4-Bromo-5,7-dichloro-1,3-dihydrofuro[3,4-f]quinoline BrC1=C2C(=C3C=CC(=NC3=C1Cl)Cl)COC2